ClC1=C(C=CC(=C1)OCC(F)(F)F)C1=C(N=C2N(C1=O)C=CC(=C2)OC)C(F)(F)F 3-(2-chloro-4-(2,2,2-trifluoroethoxy)phenyl)-8-methoxy-2-(trifluoromethyl)-4H-pyrido[1,2-a]pyrimidin-4-one